CC(CCC1=C(C=CC=C1)O)CC(CC)C 2-(3,5-Dimethylheptyl)-phenol